C1(CC1)CN1C=C(C2=CC=CC=C12)C 1-(cyclopropylmethyl)-3-methyl-1H-indole